C(#N)C=1C=CC(=NC1)N(CCN(C(OC(C)(C)C)=O)C(C(F)(F)F)C1=C(C=CC(=C1)CC1=NNC(C2=CC=C(C=C12)C#CC)=O)F)CC tert-butyl (2-((5-cyanopyridin-2-yl)(ethyl)amino)ethyl)(2,2,2-trifluoro-1-(2-fluoro-5-((4-oxo-7-(prop-1-yn-1-yl)-3,4-dihydrophthalazin-1-yl)methyl)phenyl)ethyl)carbamate